COC1=CC=CC2=C3N(N=C12)C1C(N2C3=CC(C(=C2)C(=O)O)=O)C(OC1)(C)C 12-methoxy-3,3-dimethyl-7-oxo-1,3,3a,14a-tetrahydro-7H-furo[3',4':5,6]pyrido[2',1':3,4]pyrazino[1,2-b]indazole-6-carboxylic acid